methyl 6-benzyl-2-methylindolizine-3-carboxylate C(C1=CC=CC=C1)C1=CN2C(=C(C=C2C=C1)C)C(=O)OC